N-(4-cyclobutyl-5-(4-fluorophenyl)-1-methyl-1H-pyrazol-3-yl)-3,3-dimethylcyclobutane-1-carboxamide C1(CCC1)C=1C(=NN(C1C1=CC=C(C=C1)F)C)NC(=O)C1CC(C1)(C)C